CC(C)C(CCCC)(C)C 2,3,3-trimethylheptane